1-(4-(4-coumarinyl)-phenyl)-3-(4-methylphenyl)-2-propen-1-one O1C(=O)C=C(C2=CC=CC=C12)C1=CC=C(C=C1)C(C=CC1=CC=C(C=C1)C)=O